C(C)(=O)N(N(C(=O)C1=CC=2C3=C(C(=NC2C=C1)N)C=NN3C)CC=3C(=NC(=CC3)C=3C=NN(C3)C(F)(F)F)F)C N'-acetyl-4-amino-N-((2-fluoro-6-(1-(trifluoromethyl)-1H-pyrazol-4-yl)pyridin-3-yl)methyl)-N',1-dimethyl-1H-pyrazolo[4,3-c]quinoline-8-carbohydrazide